C(C)C=1C(NC=2C=C(C=NC2C1)CN1C[C@@H]2N(C3=C(OCC2)N=C(C=C3)C(=O)NC)CC1)=O (R)-3-((7-Ethyl-6-oxo-5,6-dihydro-1,5-naphthyridin-3-yl)methyl)-N-methyl-2,3,4,4a,5,6-hexahydro-1H-pyrazino[1,2-d]pyrido[2,3-b][1,4]oxazepine-9-carboxamide